2,2-dimethyl-1-[2-(pyridin-4-yl)-1,7-naphthyridin-4-yl]Piperidin-4-ol CC1(N(CCC(C1)O)C1=CC(=NC2=CN=CC=C12)C1=CC=NC=C1)C